C(#N)N1C2CCC(C1)[C@H]2NC(=O)C2=NNC(=C2)C2=C(C=NC=C2)OC2=CC=C(C=C2)F N-((7R)-2-cyano-2-azabicyclo[2.2.1]heptan-7-yl)-5-(3-(4-fluorophenoxy)pyridin-4-yl)-1H-pyrazole-3-carboxamide